(4aR,8aS)-6-(3-(5-Chloropyridin-2-yl)azetidine-1-carbonyl)hexahydro-2H-pyrido[4,3-b][1,4]oxazin-3(4H)-one ClC=1C=CC(=NC1)C1CN(C1)C(=O)N1C[C@@H]2[C@@H](OCC(N2)=O)CC1